(R)-3-((3-(8-amino-4-methylpyrimidino[5,4-d]pyrimidin-2-yl)phenyl)ethynyl)-3-hydroxy-1-methylpyrrolidin-2-one NC1=NC=NC2=C1N=C(N=C2C)C=2C=C(C=CC2)C#C[C@]2(C(N(CC2)C)=O)O